CC1=C(C(=CC(=C1)[N+](=O)[O-])[N+](=O)[O-])OC(C(=O)OC1=C(C=C(C=C1[N+](=O)[O-])[N+](=O)[O-])C)=O.N(=C=O)CC1C2CC(C(C1)C2)CN=C=O 2,5-diisocyanatomethyl-norbornane bis(2-methyl-4,6-dinitrophenyl)-Oxalat